3-(4,6-difluoro-1-(pyridazin-3-ylmethyl)-benzimidazol-2-yl)-4-methyl-1,2,5-oxadiazole FC1=CC(=CC=2N(C(=NC21)C2=NON=C2C)CC=2N=NC=CC2)F